N-(3-cyano-1,5,5-trimethyl-4-oxocyclohex-2-en-1-yl)-3,5-difluoroisonicotinamide C(#N)C1=CC(CC(C1=O)(C)C)(C)NC(C1=C(C=NC=C1F)F)=O